C(C)(C)(C)C=1N=CN(C1)C1=CC(=NC=C1)Cl 4-(4-(tert-butyl)-1H-imidazol-1-yl)-2-chloropyridine